BrC=1C=2N(C=CC1)C(=C(N2)C#CCNC2=C(C=C(C(=O)NC)C=C2)OCC(F)(F)F)CC(F)(F)F 4-({3-[8-bromo-3-(2,2,2-trifluoroethyl)imidazo[1,2-a]pyridin-2-yl]prop-2-yn-1-yl}amino)-N-methyl-3-(2,2,2-trifluoroethoxy)benzamide